FC=1C(=C(C=C(C1)CC(C)C)N1CCN(CC1)CC1=NC=C(C=C1)OC)C=1N=NNN1 1-[3-fluoro-5-isobutyl-2-(2H-tetrazol-5-yl)phenyl]-4-[(5-methoxy-2-pyridyl)meth-yl]piperazine